NC=1C(=C(C=C2C=C(N=CC12)NC(OC1COCC1)=O)C=1C=NC=C(C1C)N)F Tetrahydrofuran-3-yl (8-amino-6-(5-amino-4-methylpyridin-3-yl)-7-fluoroisoquinolin-3-yl)carbamate